OC1=CC=C(C=C1)C(C)(C)C1=CC=C(C=C1)O 2,2-Bis(4-hydroxyphenyl)-propan